FC(C1=NN(C=C1C(=O)NNC1=CC=C(C=C1)OC1=C(C(=CC(=C1)C)C)C)C)F 3-(difluoromethyl)-1-methyl-N'-(4-(2,3,5-trimethylphenoxy)phenyl)-1H-pyrazole-4-hydrazide